methyl 4-[4-[tert-butoxycarbonyl(cyclopropyl)amino]-1-piperidyl]-2-[[tert-butyl(dimethyl)silyl]oxymethyl]pyrazolo[1,5-a]pyridine-7-carboxylate C(C)(C)(C)OC(=O)N(C1CCN(CC1)C=1C=2N(C(=CC1)C(=O)OC)N=C(C2)CO[Si](C)(C)C(C)(C)C)C2CC2